(6R)-17-amino-6-hydroxy-6,15-bis(trifluoromethyl)-19-oxa-13λ6-thia-3,4,18-triazatricyclo[12.3.1.12,5]nonadeca-1(18),2,4,14,16-pentaene-13,13-dione NC1=CC(=C2S(CCCCCC[C@@](C3=NN=C(C1=N2)O3)(C(F)(F)F)O)(=O)=O)C(F)(F)F